(+)-(4aR,8aS)-6-[3-[4-(2-fluorophenoxy)phenyl]azetidine-1-carbonyl]-4,4a,5,7,8,8a-hexahydropyrido[4,3-b][1,4]oxazin-3-one FC1=C(OC2=CC=C(C=C2)C2CN(C2)C(=O)N2C[C@@H]3[C@@H](OCC(N3)=O)CC2)C=CC=C1